CC=1C=C(NC1)C=O 4-METHYL-1H-PYRROLE-2-CARBALDEHYDE